O1C=CC=C1CO 5-furanmethanol